(6-benzyloxy-6-oxo-hexyl)-(3-trimethylsilylprop-2-ynyl)phosphinic acid C(C1=CC=CC=C1)OC(CCCCCP(O)(=O)CC#C[Si](C)(C)C)=O